6-bromo-2,4-dichloroquinoline-3-carbonitrile BrC=1C=C2C(=C(C(=NC2=CC1)Cl)C#N)Cl